COC=1C=C2C=C(C(=C(C2=CC1C)N1[13C](=CC2=CC=CC=C12)C=1C=C(C=CC1)C)C)C1=CC=CC=C1 N-(6-methoxy-2,7-dimethyl-3-phenylnaphthyl)-2-(m-tolyl)indole-13C